1-[[2-(difluoromethoxy)pyridin-4-yl]methyl]-3-(4-fluoro-1-bicyclo[2.2.2]octanyl)urea FC(OC1=NC=CC(=C1)CNC(=O)NC12CCC(CC1)(CC2)F)F